1-(4,6-dichloro-[1,3,5]triazin-2-ylamino)-2-methyl-propan-2-ol ClC1=NC(=NC(=N1)Cl)NCC(C)(O)C